NC1=C(C2=C(N=C(N3C2=NCC3)C)N1C1=C(C(=CC=C1C)O)C)C#N 8-amino-7-(3-hydroxy-2,6-dimethylphenyl)-5-methyl-2,3-dihydropyrrolo[2,3-d]imidazo[2,1-f]pyrimidine-9-carbonitrile